C(C1=C(C(=CC(=C1)C(CC(C)(C)C)(C)C)N1N=C2C(=N1)C=CC=C2)O)C2=C(C(=CC(=C2)C(CC(C)(C)C)(C)C)N2N=C1C(=N2)C=CC=C1)O 2,2'-methylenebis(4-(1,1,3,3-tetramethylbutyl)-6-(2H-benzotriazol-2-yl)phenol)